trans-4-[4-dimethylaminostyryl]-1-iodomethylpyridine CN(C1=CC=C(/C=C/C2=CCN(C=C2)CI)C=C1)C